C(CCCCC(C)C)OP(=O)(OCCCCCC(C)C)O.C(CCCCCCCCCCC)N laurylamine diisooctyl-phosphate